Rhodium(I) tris-triphenylphosphine chloride [Cl-].C1(=CC=CC=C1)P(C1=CC=CC=C1)C1=CC=CC=C1.C1(=CC=CC=C1)P(C1=CC=CC=C1)C1=CC=CC=C1.C1(=CC=CC=C1)P(C1=CC=CC=C1)C1=CC=CC=C1.[Rh+]